C1(=C(C(=C(C2=C(C(=C(C(=C12)[2H])[2H])[2H])[2H])[2H])[2H])[2H])C1=C2C(=C(C(=C(C2=C(C2=C(C(=C(C(=C12)[2H])[2H])[2H])[2H])C1=C(C(=C(C(=C1[2H])[2H])C1=CC=CC=2OC3=C(C21)C=CC=C3)[2H])[2H])[2H])[2H])[2H])[2H] 1-(4-(10-(naphthalen-1-yl-d7)anthracene-9-yl-1,2,3,4,5,6,7,8-d8)phenyl-2,3,5,6-d4)dibenzo[b,d]furan